NCC(=O)O glycine, hydroxide